C(C)(=O)N[C@H]1[C@H](CCC(C1)=O)N1C[C@H](CC1)NC(OCC1=CC=CC=C1)=O benzyl ((S)-1-((1S,2R)-2-acetamido-4-oxocyclohexyl)pyrrolidin-3-yl)carbamate